1,1'-(Hexane-1,6-diyl)bis(2-methylene-3,3-dimethyl-5-methoxy-3H-indole) C(CCCCCN1C(C(C2=CC(=CC=C12)OC)(C)C)=C)N1C(C(C2=CC(=CC=C12)OC)(C)C)=C